ClC1=C(C=CC(=C1)C(F)(F)F)NC(=O)C1(CCC1)N1N=C(C(=C1)C#CC1CN(C1)C=1C=C2C(N(C(C2=CC1)=O)C1C(NC(CC1)=O)=O)=O)C#N N-(2-chloro-4-(trifluoromethyl)phenyl)-1-(3-cyano-4-((1-(2-(2,6-dioxopiperidine-3-yl)-1,3-dioxoisoindoline-5-yl)azetidin-3-yl)ethynyl)-1H-pyrazol-1-yl)cyclobutane-1-Formamide